(trans)-N-(5-chloro-6-(2H-1,2,3-triazol-2-yl)pyridin-3-yl)-8-(1-ethyl-1H-pyrazol-4-yl)-2-fluoro-8-methyl-7,8-dihydro-6H-cyclopenta[e]pyrazolo[1,5-a]pyrimidine-6-carboxamide ClC=1C=C(C=NC1N1N=CC=N1)NC(=O)[C@@H]1C[C@@](C2=C1C=NC=1N2N=C(C1)F)(C)C=1C=NN(C1)CC